BrC1=CC=CC=2C3=CC=CC=C3C3(C12)C1=CC=CC=C1C=1C=CC=CC13 1-bromo-9,9'-spirobifluorene